C1(CCCCC1)C(=CC=CCCCC)C1CCCCC1 Dicyclohexyl-octadiene